Cl.N[C@@H]1[C@@H](CN(CC1)C1=NC=C(C=N1)C(F)(F)F)O cis-4-amino-1-(5-(trifluoromethyl)pyrimidin-2-yl)piperidin-3-ol hydrochloride